FC1=C(OC2=CC=C(C=C2)C=2N=C(N3C2C(=NC=C3)C)[C@H]3NCCCC3)C=CC=C1OC (S)-1-(4-(2-fluoro-3-methoxyphenoxy)phenyl)-8-methyl-3-(piperidin-2-yl)imidazo[1,5-a]pyrazine